FC=1C=NC(=NC1)NC(CN1C(C2=CC=C(C=C2C2(CC2)C1)C1(CC1)C)=O)=O N-(5-fluoropyrimidin-2-yl)-2-[6-(1-methylcyclopropyl)-1-oxospiro[3H-isoquinoline-4,1'-cyclopropane]-2-yl]acetamide